CC(C(=O)OCC(COC(C(CCCCCC)C)=O)OC(CCCN(CCCC(=O)OC(COC(C(CCCCCC)C)=O)COC(C(CCCCCC)C)=O)CCCCCN(C)C)=O)CCCCCC [2-[4-[5-(dimethylamino)pentyl-[4-[2-(2-methyloctanoyloxy)-1-(2-methyloctanoyloxymethyl)ethoxy]-4-oxo-butyl]amino]butanoyloxy]-3-(2-methyloctanoyl oxy)propyl] 2-methyloctanoate